(R)-N-(4-(N-(1-(1-(2-methoxyethyl)piperidin-4-yl)ethyl)sulfamoyl)-2-methylphenyl)-2-methylbenzamide COCCN1CCC(CC1)[C@@H](C)NS(=O)(=O)C1=CC(=C(C=C1)NC(C1=C(C=CC=C1)C)=O)C